NC1=NC=CC=C1C1=NC=2C(=NC(=CC2)C2=CC=CC=C2)N1C1=CC=C(C=C1)C1CN(C1)CC=1C=C(C=CC1)CC(=O)O 2-(3-((3-(4-(2-(2-aminopyridin-3-yl)-5-phenyl-3H-imidazo[4,5-b]pyridin-3-yl)phenyl)azetidin-1-yl)methyl)phenyl)acetic acid